FC=1C=C2C(=NC=NC2=CC1)N1CC=2C=C(C=NC2CC1)C1=C(C=CC=C1)C 6-fluoro-4-(3-(o-tolyl)-7,8-dihydro-1,6-naphthyridin-6(5H)-yl)quinazoline